C[C@H](CCC(=O)O)[C@H]1CC[C@@H]2[C@@]1(CC[C@H]3[C@H]2C[C@@H]([C@H]4[C@@]3(CC[C@H](C4)O)C)O[C@H]5[C@@H]([C@H]([C@@H]([C@H](O5)C(=O)O)O)O)O)C The molecule is a steroid glucosiduronic acid that is hyodeoxycholic acid having a single beta-D-glucuronic acid residue attached at position 6. It has a role as a human urinary metabolite. It is a beta-D-glucosiduronic acid, a dicarboxylic acid and a steroid glucosiduronic acid. It derives from a hyodeoxycholic acid. It is a conjugate acid of a hyodeoxycholate 6-O-(beta-D-glucuronide)(2-).